The molecule is a L-leucine derivative obtained by the substitution of a t-butoxycarbonyl group on the nitrogen atom. It is a carbamate ester and a L-leucine derivative. CC(C)C[C@@H](C(=O)O)NC(=O)OC(C)(C)C